ClC1=NC2=NC(=C(N=C2C(=N1)C1=C(C=C(C=C1)F)F)C)C 2-chloro-4-(2,4-difluoro-phenyl)-6,7-dimethyl-pteridine